N1=C(C=CC2=CC=CC=C12)N[C@@H](C)C(=O)O (2-quinolinyl)-alanine